But-2-ynoic acid [4-(3-dimethylamino-phenylamino)-quinazolin-6-yl]-amide CN(C=1C=C(C=CC1)NC1=NC=NC2=CC=C(C=C12)NC(C#CC)=O)C